3-(5-{[(5-chlorothiophen-2-yl)methyl]sulfanyl}-1-(2-methoxybenzoyl)-1H-pyrazol-3-yl)-1-(pyrrolidine-1-sulfonyl)-4-(trifluoromethyl)pyrrolidin-2-one ClC1=CC=C(S1)CSC1=CC(=NN1C(C1=C(C=CC=C1)OC)=O)C1C(N(CC1C(F)(F)F)S(=O)(=O)N1CCCC1)=O